Molybdenum copper oxide [Cu]=O.[Mo]